NC1=CC=C(C(=O)OCCOCCOC(C2=CC=C(C=C2)N)=O)C=C1 diethylene glycol bis(4-aminobenzoate)